BrC1=CC(=C(C(=C1)[N+](=O)[O-])N[C@@H]1C[C@H](N(C1)C(C1=CN=CC(=C1)NC)=O)C(=O)N[C@@H]1C[C@@H](CC1)OC)C(=O)N1C[C@H](O[C@H](C1)C)C (2S,4R)-4-((4-bromo-2-((2R,6S)-2,6-dimethylmorpholin-4-carbonyl)-6-nitrophenyl)amino)-N-((1S,3R)-3-methoxycyclopentyl)-1-(5-(methylamino)nicotinoyl)pyrrolidine-2-formamide